5-[3-{[(1S)-1-(piperidin-4-yl)ethyl]amino}-4-(trifluoromethyl)phenyl]-1,3,4-oxadiazol-2(3H)-one N1CCC(CC1)[C@H](C)NC=1C=C(C=CC1C(F)(F)F)C1=NNC(O1)=O